(S)-2-((2S,3R)-3-amino-2-hydroxy-4-phenylbutanamido)-2-(3-fluoro-5-(trifluoromethoxy)phenyl)acetic acid N[C@@H]([C@@H](C(=O)N[C@H](C(=O)O)C1=CC(=CC(=C1)OC(F)(F)F)F)O)CC1=CC=CC=C1